5-amino-8-(2,6-dimethyl-4-pyridinyl)-2-[(3-methylimidazol-4-yl)methyl]-7-phenyl-[1,2,4]triazolo[4,3-c]pyrimidin-3-one NC1=NC(=C(C=2N1C(N(N2)CC=2N(C=NC2)C)=O)C2=CC(=NC(=C2)C)C)C2=CC=CC=C2